N-((1R,2R,4S)-7-cyano-7-azabicyclo[2.2.1]heptan-2-yl)-1-(6-(1H-imidazol-yl)-2-pyridinyl)-1H-indazole-5-carboxamide C(#N)N1[C@H]2[C@@H](C[C@@H]1CC2)NC(=O)C=2C=C1C=NN(C1=CC2)C2=NC(=CC=C2)N2C=NC=C2